ClC(SN1C(C=2C(C1=O)=CC=CC2)=O)(Cl)Cl N-[(Trichloromethyl)thio]phthalimide